1-[2-Methoxy-4-(trifluoromethyl)phenyl]ethan-1-amine COC1=C(C=CC(=C1)C(F)(F)F)C(C)N